COC=1C=C(C=CC1OC)[C@H]1OC=2C(C[C@H]1O)=C(C=C(C2)O)O (2R,3R)-2-(3,4-dimethoxyphenyl)-3,4-dihydro-2H-1-benzopyran-3,5,7-triol